FC1=C(C(=CC(=C1)C=1C(=NC=CC1)SC(C)C)F)N1C[C@H](CC1)CC(=O)O 2-[(3R)-1-[2,6-difluoro-4-(2-isopropylsulfanyl-3-pyridyl)phenyl]pyrrolidin-3-yl]acetic acid